ClC1=NC=C(C(=N1)NCC1=CC=C(C=C1)C=1N(C=C(N1)C(F)(F)F)C)OC(C)C 2-chloro-5-isopropoxy-N-(4-(1-methyl-4-(trifluoromethyl)-1H-imidazol-2-yl)benzyl)pyrimidin-4-amine